FC1=C(C=CC=C1)C1=CC(=CN1S(=O)(=O)C=1C=NC=CC1)CNC 1-(5-(2-fluorophenyl)-1-(pyridine-3-ylsulfonyl)-1H-pyrrol-3-yl)-N-methyl-methylamine